5-((5-(2-chlorophenyl)-1,3,4-thiadiazol-2-yl)carbamoyl)isoxazole-3-carboxylic acid ClC1=C(C=CC=C1)C1=NN=C(S1)NC(=O)C1=CC(=NO1)C(=O)O